C(C1=CC=CC=C1)OC=1C(=C(OC2CC(C2)C(=O)OC)C=CC1)C1OCCO1 methyl 3-(3-(benzyloxy)-2-(1,3-dioxolan-2-yl)phenoxy)cyclobutane-1-carboxylate